FC(CC1=CC(=C(C=C1)C1=CC(=C2C=NC(=NN21)N[C@H]2[C@@H](COCC2)O)F)F)F (3S,4R)-4-((7-(4-(2,2-difluoroethyl)-2-fluorophenyl)-5-fluoropyrrolo[2,1-f][1,2,4]triazin-2-yl)amino)tetrahydro-2H-pyran-3-ol